C[C@@H]1C=2C=3C=C(N=NC3NC2CCN1)C1=C(C=CC=C1)O 2-[(3R)-3-methyl-4,8,10,11-tetrazatricyclo[7.4.0.02,7]trideca-1(9),2(7),10,12-tetraen-12-yl]phenol